silicon carbon bismuth [Bi].[C].[Si]